N-(3-(5-(2-cyclopropyl-pyrimidin-5-yl)-1H-pyrrolo-[2,3-b]pyridine-3-carbonyl)-2,6-difluorophenyl)-propane-1-sulfonamide C1(CC1)C1=NC=C(C=N1)C=1C=C2C(=NC1)NC=C2C(=O)C=2C(=C(C(=CC2)F)NS(=O)(=O)CCC)F